(2,6-Dichloropyridin-4-yl)methyl (S)-2-hydroxy-3-methylbutanoate O[C@H](C(=O)OCC1=CC(=NC(=C1)Cl)Cl)C(C)C